N1=CC=C(C=C1)N1CCN(CC1)C(=O)C1=NNC(C2=CC=CC=C12)=O 4-[[4-(4-pyridinyl)-1-piperazinyl]carbonyl]-1(2H)-phthalazinone